C1(=CC=CC=C1)OC(CC(F)(F)I)=O 3-iodo-3,3-difluoropropionic acid phenyl ester